N[C@@H]1CS(CC12CCN(CC2)C2=NC(=C(N=C2CO)C2=C(C(=CC=C2)Cl)Cl)C)(=O)=O (4S)-4-amino-8-[5-(2,3-dichlorophenyl)-3-(hydroxymethyl)-6-methylpyrazin-2-yl]-2λ6-thia-8-azaspiro[4.5]decane-2,2-dione